(trans)-(R*)-4-(6-(2-Chloro-3,4-difluorophenyl)-5-(ethoxycarbonyl)-2-(thiazol-2-yl)-3,6-dihydropyrimidin-4-yl)cyclohexanecarboxylic Acid ClC1=C(C=CC(=C1F)F)[C@H]1C(=C(NC(=N1)C=1SC=CN1)[C@@H]1CC[C@H](CC1)C(=O)O)C(=O)OCC |o1:9|